2,2,4-trimethyl-1,3-pentanediol monoisobutyrate C(C(C)C)(=O)O.CC(CO)(C(C(C)C)O)C